SC(C(=O)OCCS)C(C(=O)[O-])S 2-mercaptoethyl 2,3-dimercaptosuccinate